C(=O)O.C(C)(=O)NC(C)C=1C(=C(C(=C2C=NNC12)C=1N=CC=2N(C1)C=C(N2)NC(=O)[C@H]2[C@H](C2)F)C(F)(F)F)F (1S,2S)-N-(6-(7-(1-acetamidoethyl)-6-fluoro-5-(trifluoromethyl)-1H-indazol-4-yl)imidazo[1,2-a]pyrazin-2-yl)-2-fluorocyclopropanecarboxamide formate